(S)-3,3'-bis(2-naphthyl)-1,1'-binaphthol C1=C(C=CC2=CC=CC=C12)C1=C(C(=C2C=CC=CC2=C1)C1=CC(=CC2=CC=CC=C12)C1=CC2=CC=CC=C2C=C1)O